N-[1-[4-[(E)-[(2Z)-2-(2-isopropylphenyl)imino-4-oxo-thiazolidin-3-yl]iminomethyl]-2-methyl-phenyl]-3-methyl-pyrazol-4-yl]-4-(trifluoromethoxy)benzamide C(C)(C)C1=C(C=CC=C1)\N=C\1/SCC(N1\N=C\C1=CC(=C(C=C1)N1N=C(C(=C1)NC(C1=CC=C(C=C1)OC(F)(F)F)=O)C)C)=O